N-[6-[[2-(trifluoromethyl)-4-pyridinyl]amino]-1,3-benzothiazol-2-yl]carbamic acid tert-butyl ester C(C)(C)(C)OC(NC=1SC2=C(N1)C=CC(=C2)NC2=CC(=NC=C2)C(F)(F)F)=O